2-(6-chloro-2-((4-fluorobenzyl)thio)-4H-imidazo[4,5-b]pyridin-4-yl)-N-(2-methyl-5-(oxetan-3-ylamino)phenyl)butanamide ClC=1C=C2C(N(C1)C(C(=O)NC1=C(C=CC(=C1)NC1COC1)C)CC)=NC(=N2)SCC2=CC=C(C=C2)F